(5-(5-((4-(5-(difluoromethyl)-1,3,4-oxadiazol-2-yl)phenyl)thio)-4-methyl-4H-1,2,4-triazol-3-yl)pyridin-2-yl)carbamic acid tert-butyl ester C(C)(C)(C)OC(NC1=NC=C(C=C1)C1=NN=C(N1C)SC1=CC=C(C=C1)C=1OC(=NN1)C(F)F)=O